(R)-N-(3-(1-((2-amino-5-chloropyridin-3-yl)oxy)ethyl)-phenyl)benzofuran-6-carboxamide NC1=NC=C(C=C1O[C@H](C)C=1C=C(C=CC1)NC(=O)C1=CC2=C(C=CO2)C=C1)Cl